(2S,4r)-N-[2-(5-tert-butylisoxazol-3-yl)ethyl]-1-[(2S)-2-(4-cyclopropyltriazol-1-yl)-3,3-dimethyl-butyryl]-4-hydroxy-pyrrolidine-2-carboxamide C(C)(C)(C)C1=CC(=NO1)CCNC(=O)[C@H]1N(C[C@@H](C1)O)C([C@H](C(C)(C)C)N1N=NC(=C1)C1CC1)=O